C[Si](N1C(=NC=C1)CO[Si](OC)(C)CCC)(C)C N-trimethylsilyl(imidazol-2-yl)propyl(methyl)dimethoxysilane